FC=1C=NC=CC1C1=CN=C(S1)NC1=CC2=C(C=N1)N=CN2CCNC(=O)[C@H]2N(CCC2)C(C=C)=O (2S)-N-[2-[6-[[5-(3-fluoro-4-pyridyl)thiazol-2-yl]amino]imidazo[4,5-c]pyridin-1-yl]ethyl]-1-prop-2-enoyl-pyrrolidine-2-carboxamide